BrC1=CC(=C(C=C1)O)C=NCCC1=CC=CC=C1 4-bromo-2-((phenethyl-imino)methyl)phenol